6-(5-chloro-2-fluorophenyl)-3-cyclopropylpyridin-4-amine ClC=1C=CC(=C(C1)C1=CC(=C(C=N1)C1CC1)N)F